COC(C(COC1=C(N=C2N1C=C(N=C2SC2=CC=CC=C2)C2=CC=CC=C2)CC=2OC=CC2)(C2=CC=CC=C2)C)=O ((2-(Furan-2-ylmethyl)-6-phenyl-8-(phenylsulfanyl)imidazo[1,2-a]pyrazin-3-yl)oxy)2-methyl-2-phenylpropionic acid methyl ester